C(C)(=O)NC=1SC2=NC(=CC=C2N1)C=1C=C(C(=NC1)OC)NC(=O)N1OCC[C@H]1C1=CC=CC=C1 (S)-N-(5-(2-acetamidothiazolo[5,4-b]pyridin-5-yl)-2-methoxypyridin-3-yl)-3-phenylisooxazolidine-2-carboxamide